4-amino-N-[2-[4-(difluoromethylene)-1-piperidinyl]-6,8-dihydro-5H-pyrano[3,4-b]pyridin-5-yl]-N,7-dimethyl-imidazo[1,5-a]quinoxaline-8-carboxamide NC=1C=2N(C3=CC(=C(C=C3N1)C)C(=O)N(C)C1COCC3=NC(=CC=C31)N3CCC(CC3)=C(F)F)C=NC2